(2S,5S)-2-(1-(4-Bromophenyl)-3-(4-fluorophenyl)-1H-pyrazol-4-yl)-3-(4-methoxyphenethyl)-5-methyloxazolidine BrC1=CC=C(C=C1)N1N=C(C(=C1)[C@@H]1O[C@H](CN1CCC1=CC=C(C=C1)OC)C)C1=CC=C(C=C1)F